C(=O)O.NC1=CN=NC2=CC(=CC=C12)C=1C=C(C=CC1OC1=CN=CS1)B(O)O [3-(4-aminocinnolin-7-yl)-4-(1,3-thiazol-5-yloxy)phenyl]boronic Acid Formic Acid Salt